C(CCCC)N(C1=CC=CC2=CC=CC=C12)C1=CC=CC=C1 pentylphenyl-α-naphthylamine